COC1=CC=C(C=C1)CN1C(N(CCC1=O)C1=CC=C(C=C1)N1CCC(CC1)CC=O)=O 2-[1-[4-[3-[(4-methoxyphenyl)methyl]-2,4-dioxohexahydro-pyrimidin-1-yl]phenyl]-4-piperidyl]acetaldehyde